C(C1=CC=CC=C1)(=O)OC=1C=C2C(=C(N(C2=CC1)CC1=CC=C(C=C1)CCNC1CCC1)C1=C(C=CC=C1)C)F 1-(4-(2-(cyclobutylamino)ethyl)benzyl)-3-fluoro-2-(o-tolyl)-1H-indol-5-yl benzoate